6-bromo-1-cyclopropyl-4-fluoro-2-methyl-1H-benzo[d]imidazole BrC=1C=C(C2=C(N(C(=N2)C)C2CC2)C1)F